2-(1-methyl-1H-indazol-5-yl)-7-(1-propyl-1,2,3,6-tetrahydropyridin-4-yl)-4H-pyrido[1,2-a]pyrimidin-4-one CN1N=CC2=CC(=CC=C12)C=1N=C2N(C(C1)=O)C=C(C=C2)C=2CCN(CC2)CCC